2'-(4,5-Dimethyl-1H-imidazol-2-yl)-N-isopropyl-3,4'-bipyridine-5-carboxamide trifluoroacetate salt FC(C(=O)O)(F)F.CC=1N=C(NC1C)C1=NC=CC(=C1)C=1C=NC=C(C1)C(=O)NC(C)C